2,2'-{(6,6'-bis(dibenzo[b,d]thiophen-4-yl)phenyl-[1,1'-binaphthyl]-2,2'-diyl)bis(oxy)}diacetic acid C1=CC=C(C=2SC3=C(C21)C=CC=C3)C3=CC=CC=C3C=3C(=C(C2=CC=CC=C2C3)C3=C(C=CC2=CC(=CC=C32)C3=CC=CC2=C3SC3=C2C=CC=C3)OCC(=O)O)OCC(=O)O